7,8,9,10-Tetrahydropyrido[3,2-d]tetrazolo[1,5-b]pyridazine N=1N=NN2N=CC3=C(C21)CCCN3